OC(C(=O)N1CC2=C(C=C(C=C2CC1)C=1C=C2C(=NC1)NC=C2C(C)C)[C@H]2NCCOC2)(C)C (R)-3-(2-(2-hydroxy-2-methylpropionyl)-6-(3-isopropyl-1H-pyrrolo[2,3-b]pyridin-5-yl)-1,2,3,4-tetrahydroisoquinolin-8-yl)morpholine